((7-methyl-[1,2,4]triazolo[1,5-a]pyridin-6-yl)amino)-7,9-dihydro-8H-purin-8-one CC1=CC=2N(C=C1NC1=NC=C3NC(NC3=N1)=O)N=CN2